2-((4-(2-(4-chloro-2-fluorophenyl)-2,3-dihydrobenzo[b][1,4]dioxin-5-yl)-3,6-dihydropyridin-1(2H)-yl)methyl)-1-(((S)-oxetan-2-yl)methyl)-1H-benzo[d]imidazole-6-carboxylic acid ClC1=CC(=C(C=C1)C1COC2=C(O1)C=CC=C2C=2CCN(CC2)CC2=NC1=C(N2C[C@H]2OCC2)C=C(C=C1)C(=O)O)F